decanyl chloride C(CCCCCCCCC)Cl